BrC(C)C=1C=C(C=C2C(C(N(CC12)N1CCC(CC1)(C)C)C)=O)F 8-(1-bromoethyl)-2-(4,4-dimethylpiperidin-1-yl)-6-fluoro-3-methylisoquinolin-4(3H)-one